4-[3,5-dimethoxy-4-(piperazin-1-ylmethyl)phenyl]-1-[(4-methoxyphenyl)methyl]-6-methyl-pyrazolo[3,4-c]pyridin-7-one COC=1C=C(C=C(C1CN1CCNCC1)OC)C=1C2=C(C(N(C1)C)=O)N(N=C2)CC2=CC=C(C=C2)OC